COC1=C2C(C(=C(OC2=CC(=C1)OC)C1=CC(=C(C(=C1)OC)OC)OC)OCCCSC1=NC=NC2=CC(=CC=C12)[N+](=O)[O-])=O 5,7-dimethoxy-3-(3-((7-nitroquinazolin-4-yl)thio)propoxy)-2-(3,4,5-trimethoxyphenyl)-4H-chromen-4-one